3-(6-(4-((1-(5-((2-amino-9-chloro-10-oxo-10H-chromeno[3,2-b]pyridin-3-yl)oxy)-6-methylpyridin-2-yl)piperidin-4-yl)methyl)piperazin-1-yl)-1-oxoisoindolin-2-yl)piperidine-2,6-dione NC1=C(C=C2C(=N1)C(C=1C(=CC=CC1O2)Cl)=O)OC=2C=CC(=NC2C)N2CCC(CC2)CN2CCN(CC2)C2=CC=C1CN(C(C1=C2)=O)C2C(NC(CC2)=O)=O